ClC=1C(=NC=CC1)OC[C@H]1CCC(N1)=O (R)-5-(((3-chloropyridin-2-yl)oxy)methyl)pyrrolidin-2-one